[C@@H]12N(C[C@@H](NC1)C2)C(CN2C=NC(=C2C2=CC=NC=C2)C2=CC=C(C=C2)F)=O 1-[(1S,4S)-2,5-diazabicyclo[2.2.1]heptan-2-yl]-2-[4-(4-fluorophenyl)-5-(pyridin-4-yl)-1H-imidazol-1-yl]ethan-1-one